COC1=C(C#N)C=CC(=C1)B1OC(C(O1)(C)C)(C)C 2-methoxy-4-(4,4,5,5-tetramethyl-1,3,2-dioxaborolan-2-yl)benzonitrile